3-([(3R,5S)-1-[(tert-butoxy)carbonyl]-5-(dimethylcarbamothioyl)pyrrolidin-3-yl]oxymethyl)benzene-1-sulfonic acid C(C)(C)(C)OC(=O)N1C[C@@H](C[C@H]1C(N(C)C)=S)OCC=1C=C(C=CC1)S(=O)(=O)O